7-(3,4-dimethoxyphenyl)-N-(2,5-dimethylphenyl)pyrazolo[1,5-a]pyrimidine COC=1C=C(C=CC1OC)C1=CC=NC=2N1N(CC2)C2=C(C=CC(=C2)C)C